(S)-2-(((tert-butyldiphenylsilyl)oxy)methyl)-4,4-difluoropyrrolidine [Si](C1=CC=CC=C1)(C1=CC=CC=C1)(C(C)(C)C)OC[C@H]1NCC(C1)(F)F